6-{2-[(9S)-7-(4-chlorophenyl)-4,5,13-trimethyl-3-thia-1,8,11,12-tetraazatricyclo[8.3.0.0{2,6}]trideca-2(6),4,7,10,12-pentaen-9-yl]acetamido}hexanoic acid ClC1=CC=C(C=C1)C=1C=2C(=C(SC2N2C(=NN=C2[C@@H](N1)CC(=O)NCCCCCC(=O)O)C)C)C